dimethyl-2-[[(2R,4R)-8-tert-butoxycarbonyl-4-(tert-butoxycarbonylamino)-8-azaspiro[4.5]decan-2-yl]oxy]propanedioate COC(C(C(=O)OC)O[C@@H]1CC2([C@@H](C1)NC(=O)OC(C)(C)C)CCN(CC2)C(=O)OC(C)(C)C)=O